rel-N-(6-Amino-5-methyl-3-pyridyl)-2-[(2S,5R)-5-methyl-2-(2-oxo-1H-quinolin-6-yl)-1-piperidyl]-2-oxo-acetamide NC1=C(C=C(C=N1)NC(C(=O)N1[C@@H](CC[C@H](C1)C)C=1C=C2C=CC(NC2=CC1)=O)=O)C |o1:12,15|